COC(C1=CC=C(C=C1)NC1=CC(=C(C=2C(C3=CC=CC=C3C(C12)=O)=O)N)N1CCN(CC1)C1CCCCC1)=O 4-{[4-amino-3-(4-cyclohexylpiperazin-1-yl)-9,10-dioxo-9,10-dihydroanthracen-1-yl]amino}benzoic acid methyl ester